2-[(2S)-1-(2-fluoroprop-2-enoyl)-4-[7-(5-methyl-4-isoquinolyl)-2-[[(2S)-1-methylpyrrolidin-2-yl]methoxy]-6,8-dihydro-5H-pyrido[3,4-d]pyrimidin-4-yl]piperazin-2-yl]acetonitrile FC(C(=O)N1[C@H](CN(CC1)C=1C2=C(N=C(N1)OC[C@H]1N(CCC1)C)CN(CC2)C2=CN=CC1=CC=CC(=C21)C)CC#N)=C